4-amino-7-chloro-N-methyl-N-((3R)-6-(trifluoromethyl)-2,3-dihydrofuro[2,3-b]pyridin-3-yl)-1,3-dihydrofuro[3,4-c]quinoline-8-carboxamide NC1=NC=2C=C(C(=CC2C2=C1COC2)C(=O)N([C@H]2COC1=NC(=CC=C12)C(F)(F)F)C)Cl